C(C)C1=NC2=C(C=3C=CC=CC13)CN(CN2C)C 6-ethyl-2,4-dimethylpyrimido[4,5-c]isoquinoline